5-[(2r,3r)-1-ethoxy-2-methyl-1-oxopentan-3-yl]-4-oxo-1,3-dihydro-phthalazine-2-carboxylic acid tert-butyl ester C(C)(C)(C)OC(=O)N1CC2=CC=CC(=C2C(N1)=O)[C@@H]([C@H](C(=O)OCC)C)CC